methyl (2S)-2-amino-3-(tert-butoxycarbonylamino)-3-(6-methoxy-2-pyridyl)propanoate N[C@H](C(=O)OC)C(C1=NC(=CC=C1)OC)NC(=O)OC(C)(C)C